CC1=CC=C(C=C1)S(=O)(=O)O.C(C=C)=O prop-2-en-1-one p-toluenesulfonate